1-[6-(2,5-dichloropyrimidin-4-yl)-4-fluoro-1-(propan-2-yl)-1H-benzimidazol-2-yl]ethan-1-ol ClC1=NC=C(C(=N1)C=1C=C(C2=C(N(C(=N2)C(C)O)C(C)C)C1)F)Cl